C1(=CC=CC=C1)P(C1=CC=CC=C1)CC=1N(C2=CC=CC=C2C1[C@@H](N[S@](=O)C(C)(C)C)C1=CC2=CC=CC=C2C=C1)S(=O)(=O)C1=CC=CC=C1 (R)-N-((S)-(2-((diphenylphosphanyl)methyl)-1-(phenylsulfonyl)-1H-indol-3-yl)(naphthalen-2-yl)methyl)-2-methylpropane-2-sulfinamide